C(C)(C)(C)OC(=O)N1CC=2C(=NC=C(C2C1=O)NC1=NC=C(C=C1)N1CCC(CC1)O)[Sn](C)(C)C 7-((5-(4-hydroxypiperidin-1-yl)pyridin-2-yl)amino)-1-oxo-4-(trimethylstannyl)-1,3-dihydro-2H-pyrrolo[3,4-c]pyridine-2-carboxylic acid tert-butyl ester